C(C)(C)(C)OC(=O)N([C@@H](CC1=CC=CC=C1)C(=O)O)C (tert-Butoxycarbonyl)-methyl-L-phenylalanine